(R)-2-amino-3-(3-(4-ethyl-1-methyl-1H-pyrazol-3-yl)-5-fluorobenzamido)propanoic acid N[C@@H](C(=O)O)CNC(C1=CC(=CC(=C1)F)C1=NN(C=C1CC)C)=O